FC1CC(C1)(O)C1=CC=2C(=NC(=CC2)C2=CC=3C(N=C2)=NN(C3)C)S1 cis-3-fluoro-1-(6-(2-methyl-2H-pyrazolo[3,4-b]pyridin-5-yl)thieno[2,3-b]pyridin-2-yl)cyclobutanol